(S)-3-(5-(4-((1-(5-nitropyridin-2-yl)piperidin-4-yl)methyl)piperazin-1-yl)-1-oxoisoindolin-2-yl)piperidine-2,6-dione [N+](=O)([O-])C=1C=CC(=NC1)N1CCC(CC1)CN1CCN(CC1)C=1C=C2CN(C(C2=CC1)=O)[C@@H]1C(NC(CC1)=O)=O